ethyl 5-chloro-1-(2-chloro-5-methoxyphenyl)-1,4-dihydro-4-oxo-3-pyridazinecarboxylate ClC=1C(C(=NN(C1)C1=C(C=CC(=C1)OC)Cl)C(=O)OCC)=O